C(#N)C1(CC1)NS(=O)(=O)C1=CC(=C2C=NN(C2=C1)C=1SC(=NN1)C(F)F)N1CCN(CC1)C(=O)N(C)C1CCCC1 4-(6-(N-(1-cyanocyclopropyl)sulfamoyl)-1-(5-(difluoromethyl)-1,3,4-thiadiazol-2-yl)-1H-indazol-4-yl)-N-cyclopentyl-N-methylpiperazine-1-carboxamide